(S)-N-((S)-1-(4-carbamimidoylthiophen-2-yl)-3-methylbutyl)-7-((4-phenoxybutanoyl)glycyl)-1,4-dioxa-7-azaspiro[4.4]nonane-8-carboxamide C(N)(=N)C=1C=C(SC1)[C@H](CC(C)C)NC(=O)[C@H]1N(CC2(OCCO2)C1)C(CNC(CCCOC1=CC=CC=C1)=O)=O